ClC=1C=C(C=C(C1OC1=NNC(C(=C1)C(C)C)=O)Cl)C=1C(NC(N(N1)CF)=O)=O 6-(3,5-dichloro-4-((5-isopropyl-6-oxo-1,6-dihydropyridazin-3-yl)oxy)phenyl)-2-(fluoromethyl)-1,2,4-triazine-3,5(2H,4H)-dione